N=1C=CN2N=C(C=CC21)C2=CNC=1N=C(N=CC12)NC1CC(C1)(C)NC(CC)=O N-((1r,3r)-3-((5-(imidazo[1,2-b]pyridazin-6-yl)-7H-pyrrolo[2,3-d]pyrimidin-2-yl)amino)-1-methylcyclobutyl)propionamide